OC1=C2C=C(C(=CC2=CC=C1)C(=O)N)OC 5-hydroxyl-3-methoxy-2-naphthamide